Cl.N1CC(C1)N(C1CC=2C(N(C(=NC2CC1)C)CCOC1=C(C=C(C=C1)Cl)C1=C2C(=NC(=C1)C)C(=CS2)C(=O)OC)=O)C methyl 7-[2-[2-[6-[azetidin-3-yl(methyl)amino]-2-methyl-4-oxidanylidene-5,6,7,8-tetrahydroquinazolin-3-yl]ethoxy]-5-chloranyl-phenyl]-5-methyl-thieno[3,2-b]pyridine-3-carboxylate HCl